1-tert-Butyl-3-(3,6-dichloro-1H-indol-2-yl)-1H-pyrazolo[3,4-d]pyrimidin-4-amine C(C)(C)(C)N1N=C(C=2C1=NC=NC2N)C=2NC1=CC(=CC=C1C2Cl)Cl